CC1/C=C/C(CCC/C(=C/CC1O)/C)(C)C Humulan-1,6-dien-3-ol